FC=1C=C2CCC[C@@H](C2=C(C1)F)C1=C2C[C@H]([C@H](C2=C(C=C1)S(=O)(=O)C(F)(F)F)O)F (1S,2R)-4-[R-6,8-difluoro-1,2,3,4-tetrahydronaphthalen-1-yl]-2-fluoro-7-(trifluoromethylsulfonyl)-1-indanol